(2-(methylthio)pyrimidin-5-yl)methyl methanesulfonate CS(=O)(=O)OCC=1C=NC(=NC1)SC